FC(C(=O)O)(F)F.C1(CC1)NC(=O)C1=CN=C2N1N=C(C=C2NC)N2CCC1=C(C=CC=C21)C2=NC=C(C=C2)CN2CC(C1(CC2)CCNCC1)(F)F N-cyclopropyl-6-(4-(5-((1,1-difluoro-3,9-diazaspiro[5.5]undecan-3-yl)methyl)pyridin-2-yl)indolin-1-yl)-8-(methylamino)imidazo[1,2-b]pyridazine-3-carboxamide trifluoroacetate